N-((S)-4-methyl-5-oxo-5,6,7,8-tetrahydro-4H-pyrazolo[1,5-a][1,3]diazepin-6-yl)-5-(1-phenylethyl)-4H-1,2,4-triazole-3-carboxamide CN1C=2N(CC[C@@H](C1=O)NC(=O)C1=NN=C(N1)C(C)C1=CC=CC=C1)N=CC2